5-(4,4,5,5-Tetramethyl-1,3,2-dioxaborolan-2-yl)benzo[c]indol-2(1H)-one CC1(OB(OC1(C)C)N1C=C2C3(CC(CC=C13)=O)C=CC=C2)C